((2R,5S)-4-(5-(Azetidin-1-yl)-7-(3-fluorophenyl)-7H-pyrrolo[2,3-d]pyrimidin-4-yl)-2,5-dimethylpiperazin-1-yl)(phenyl)methanone N1(CCC1)C1=CN(C=2N=CN=C(C21)N2C[C@H](N(C[C@@H]2C)C(=O)C2=CC=CC=C2)C)C2=CC(=CC=C2)F